C[Si](=[Zr](C1C(=CC2=CC=CC=C12)C)C1C(=CC2=CC=CC=C12)C)C rac-dimethylsilylene-bis(2-methylindenyl)zirconium